N-{4-[2-(2,6-dichlorophenyl)acetamido]pyridin-2-yl}-N-(3-fluoro-5-methoxyphenyl)acetamide ClC1=C(C(=CC=C1)Cl)CC(=O)NC1=CC(=NC=C1)N(C(C)=O)C1=CC(=CC(=C1)OC)F